C1(CCCCC1)C(CC1=NCCC2=C1NC1=CC(=CC=C21)OC)CC2=NCCC1=C2NC2=CC(=CC=C12)OC 1,1'-(2-Cyclohexylpropane-1,3-diyl)bis(7-methoxy-4,9-dihydro-3H-pyrido[3,4-b]indole)